1-(4-(tert-butyl)phenyl)-N4-methylcyclohexane-1,4-diamine C(C)(C)(C)C1=CC=C(C=C1)C1(CCC(CC1)NC)N